2-methyl-5-(3-cyanophenyl)-N-(3-(piperidin-1-ylmethyl)-1,2,4-thiadiazol-5-yl)furan-3-carboxamide CC=1OC(=CC1C(=O)NC1=NC(=NS1)CN1CCCCC1)C1=CC(=CC=C1)C#N